NC=1C(=NC(=C(N1)C=1OC=CN1)C1=NN(C(C=C1)=O)C)C(=O)NCC1=C(C=CC=C1F)F 3-amino-N-(2,6-difluorobenzyl)-6-(1-methyl-6-oxo-1,6-dihydropyridazin-3-yl)-5-(oxazol-2-yl)pyrazine-2-carboxamide